(S)-N-((S)-1-(5-(7-methoxyquinolin-6-yl)oxazol-2-yl)-7-oxononyl)-6-methyl-6-azaspiro[2.5]octane-1-carboxamide COC1=C(C=C2C=CC=NC2=C1)C1=CN=C(O1)[C@H](CCCCCC(CC)=O)NC(=O)[C@H]1CC12CCN(CC2)C